2-amino-6-borono-2-(3-(4-(trifluoromethyl)phenoxy)propyl)hexanoic acid NC(C(=O)O)(CCCCB(O)O)CCCOC1=CC=C(C=C1)C(F)(F)F